(2R,3S,4R,5R)-4-[[3-[4-(Difluoromethyl)-3-fluoro-2-methoxy-phenyl]-4,5-dimethyl-5-(trifluoromethyl)-tetrahydrofuran-2-carbonyl]amino]pyridin-2-carboxamid FC(C1=C(C(=C(C=C1)[C@H]1[C@@H](O[C@]([C@@H]1C)(C(F)(F)F)C)C(=O)NC1=CC(=NC=C1)C(=O)N)OC)F)F